6-[8-(1,3-benzothiazol-2-ylcarbamoyl)-3,4-dihydroisoquinolin-2(1H)-yl]-3-[3-(cyclohexylamino)-2-methylphenyl]pyridine-2-carboxylic acid S1C(=NC2=C1C=CC=C2)NC(=O)C=2C=CC=C1CCN(CC21)C2=CC=C(C(=N2)C(=O)O)C2=C(C(=CC=C2)NC2CCCCC2)C